BrCCCCCOC1=C(OC2=CC(=CC(=C2C1=O)OC)OC)C1=CC(=C(C(=C1)OC)OC)OC 3-((5-bromopentyl)oxy)-5,7-dimethoxy-2-(3,4,5-trimethoxyphenyl)-4H-chromen-4-one